(2RS)-2-[6-[2-(6-amino-3-pyridinyl)ethynyl]-7-fluoro-indazol-2-yl]-2-(5-fluoro-2-hydroxy-phenyl)-N-(2-pyridinyl)acetamide TrimethylPhosphate COP(=O)(OC)OC.NC1=CC=C(C=N1)C#CC=1C=CC2=CN(N=C2C1F)[C@@H](C(=O)NC1=NC=CC=C1)C1=C(C=CC(=C1)F)O |r|